((((1E,1'E)-(3,4-dimethoxythiophene-2,5-diyl)bis(ethene-2,1-diyl))bis(9H-carbazole-3,9-diyl))bis(ethane-2,1-diyl))bis(phosphonic acid) COC1=C(SC(=C1OC)/C=C/C=1C=CC=2N(C3=CC=CC=C3C2C1)CCP(O)(O)=O)/C=C/C=1C=CC=2N(C3=CC=CC=C3C2C1)CCP(O)(O)=O